C(C(=C)C)(=O)[O-].C(C)[N+]1(CCCC1)C N-ethyl-N-methyl-pyrrolidinium methacrylate